CC1=C(C=C(C=C1)[N+](=O)[O-])N1N=NC=C1 1-(2-methyl-5-nitrophenyl)-1H-1,2,3-triazole